SCO[Si](OC)(OC)CC sulfhydryl-ethyl-trimethoxysilane